C(C)(=O)NC1=C(C=C(C(=C1)F)F)SC[C@H](C(=O)O)NC(=O)OC(C)(C)C (2S)-3-(2-acetamido-4,5-difluoro-phenyl)sulfanyl-2-(tert-butoxycarbonylamino)propanoic acid